FC(C)(F)C1=NN(C(=C1C)C(=O)NC1=CC(=NC=C1)C(=O)N)CC1CC(C1)F 4-(3-(1,1-difluoroethyl)-1-((3-fluorocyclobutyl)methyl)-4-methyl-1H-pyrazole-5-carboxamido)picolinamide